CC1=CC=C(C=C1)S(=O)(=O)OC1=CC(=C(C(=C1C)OCC)C=O)OS(=O)(=O)C1=CC=C(C=C1)C 5-Ethoxy-4-formyl-6-methyl-1,3-phenylene bis(4-methylbenzenesulfonate)